C(=CCC)C1(C(C(CC1)(C)C)=O)C (1-buten-1-yl)-2,5,5-trimethylcyclopentanone